2-(7-Bromo-1-ethyl-2-(1,2,5,6-tetrahydropyridin-3-yl)-1H-indol-5-yl)(4-(5-fluoro-3-methoxypyridin-2-yl)piperazin-1-yl)methanone BrC=1C=C(C=C2C=C(N(C12)CC)C=1CNCCC1)C1N(CCN(C1)C1=NC=C(C=C1OC)F)C=O